5-(1-tert-butoxycarbonyl-3,6-dihydro-2H-pyridin-4-yl)-4-fluoro-indoline-1-carboxylic acid benzyl ester C(C1=CC=CC=C1)OC(=O)N1CCC2=C(C(=CC=C12)C=1CCN(CC1)C(=O)OC(C)(C)C)F